heneicosyl 4,4'-((3-((2-hydroxyethyl)(4-carbonyl-4-(undecyloxy)butyl)amino)propyl)azanediyl)dibutyrate OCCN(CCCN(CCCC(=O)[O-])CCCC(=O)OCCCCCCCCCCCCCCCCCCCCC)CCCC(OCCCCCCCCCCC)=C=O